ClC1=NC(=CC2=C1N[C@@H](CC(N2)=O)C)C=C (R)-6-chloro-4-methyl-8-vinyl-1,3,4,5-tetrahydro-2H-pyrido[3,4-b][1,4]diazepin-2-one